C[Si](C1C2=CC=CC=C2C(C=2C=CC=CC12)[Si](C)(C)C)(C)C 9,10-bis(trimethylsilyl)-9,10-dihydroanthracene